C(C)(C)(C)OC(=O)N1CC(C1)C=1C=CC=2N(C1)C(=CN2)Br 3-(3-bromo-imidazo[1,2-a]pyridin-6-yl)-azetidine-1-carboxylic acid tert-butyl ester